OCCN1CC(CC1)C1=CC=C(C=C1)C1=NNC2=C1N=C(N=C2)N2[C@@H](CNC[C@@H]2C)C (3R,5S)-4-(3-(4-(1-(2-Hydroxyethyl)pyrrolidin-3-yl)phenyl)-1H-pyrazolo[4,3-d]pyrimidin-5-yl)-3,5-dimethylpiperazin